2-(4-tert-butyl-2-methyl-phenyl)-6-[2-(dimethylamino)ethoxy]-1H-1,5-naphthyridin-4-one C(C)(C)(C)C1=CC(=C(C=C1)C=1NC2=CC=C(N=C2C(C1)=O)OCCN(C)C)C